p-toluenesulfinic acid sodium salt hydrate O.[Na+].CC1=CC=C(C=C1)S(=O)[O-]